2-methylenehydrazinomethylene-1H-indole tert-butyl-4-bromo-6-methoxyisoindoline-2-carboxylate C(C)(C)(C)OC(=O)N1CC2=CC(=CC(=C2C1)Br)OC.C=NNC=C1NC2=CC=CC=C2C1